2-(4-(((tert-butoxy carbonyl)amino)methyl)piperidin-1-yl)thiazole-4-carbonyl serinate N[C@@H](CO)C(=O)OC(=O)C=1N=C(SC1)N1CCC(CC1)CNC(=O)OC(C)(C)C